COC(C(C)(C)C1=C(C=CC(=C1)Cl)S(N[C@@H](C(C)C1=C(C(=CC=C1F)C)C)C=1OC(NN1)=O)(=O)=O)=O.N1=C(NC2=C1C=CC=C2)SC2CCC(CC2)=O 4-(benzimidazolylthio)cyclohexanone methyl-2-(5-chloro-2-(N-((1S)-2-(6-fluoro-2,3-dimethylphenyl)-1-(5-oxo-4,5-dihydro-1,3,4-oxadiazol-2-yl)propyl)sulfamoyl)phenyl)-2-methylpropanoate